Cl.C(C)OC([C@H](CC1=CC=CC=C1)N)=O.C(#N)CC1=C(C(=O)N2[C@@H](C[C@H](C2)O)C(=O)NCC2=CC=C(C=C2)C2=C(N=CS2)C)C=CC=C1 (2S,4R)-1-(2-(cyanomethyl)benzoyl)-4-hydroxy-N-(4-(4-methylthiazol-5-yl)benzyl)pyrrolidine-2-carboxamide Ethyl-(S)-2-amino-3-phenylpropionate hydrochloride